oxygen Azepan-6-ol N1CCCCC(C1)O.[O]